2-(4-(2,3-dichlorophenyl)piperazin-1-yl)benzo[d]thiazole-6-carboxylic acid ClC1=C(C=CC=C1Cl)N1CCN(CC1)C=1SC2=C(N1)C=CC(=C2)C(=O)O